C1=C(C=CC2=CC=CC=C12)OCCCCCN1C(C2=CC=CC=C2C1=O)=O 2-(5-(naphthalen-2-yloxy)pentyl)isoindoline-1,3-dione